[NH4+].[P+3] phosphorus ammonium salt